N1CC2(C=3C1=NC=C(C3)C3=CC(=C(C=C3)NC(C)=O)C(F)(F)F)CC2 N-(4-(1',2'-Dihydrospiro[cyclopropane-1,3'-pyrrolo[2,3-b]pyridin]-5'-yl)-2-(trifluoromethyl)phenyl)acetamide